(R)-1-(5-chloro-2-methylphenyl)-3-(isoquinolin-4-yl)-2-oxoimidazolidine-4-carbonitrile ClC=1C=CC(=C(C1)N1C(N([C@H](C1)C#N)C1=CN=CC2=CC=CC=C12)=O)C